NCCN1CCN(CC1)CCOC1=CC=C(C=C1)C1=CC=C(C=C1)C=CCN1C(=NC=C1)C(C)O 1-(1-(3-(4'-(2-(4-(2-aminoethyl)piperazin-1-yl)ethoxy)-[1,1'-biphenyl]-4-yl)allyl)-1H-imidazol-2-yl)ethan-1-ol